4-((2S,5R)-2,5-diethyl-4-(1-(4-(2-oxopyrrolidin-1-yl)phenyl)ethyl)piperazin-1-yl)-1-methyl-2-oxo-1,2-dihydropyrido[3,2-d]pyrimidine-6-carbonitrile C(C)[C@@H]1N(C[C@H](N(C1)C(C)C1=CC=C(C=C1)N1C(CCC1)=O)CC)C=1C2=C(N(C(N1)=O)C)C=CC(=N2)C#N